2-hydroxy-6-oxocyclohex-1-en OC1=CC(CCC1)=O